C[C@H]1[C@@H]([C@H]([C@H]([C@@H](O1)O[C@@H]2[C@H]([C@@H](O[C@H]([C@@H]2O)OCCCCCN)C)O)O[C@@H]3[C@@H]([C@H]([C@@H]([C@H](O3)CO[C@@H]4[C@@H]([C@H]([C@@H]([C@H](O4)C(=O)O)O)O)O)O)O)O)O)O The molecule is a linear tetrasaccharide derivative consisting of an alpha-L-rhamnosyl residue glycosidically linked to a 5-aminopentyl group and which carries at O-3 an alpha-D-glucuronosyl-(1->6)-alpha-D-glucosyl-(1->2)-alpha-L-rhamnosyl trisaccharide unit. It is a tetrasaccharide derivative and a glycoside.